((3R,4R)-4-(((6-((4-chlorobenzyl)(isopropyl)amino)-5-fluoropyrimidin-4-yl)amino)methyl)-3-hydroxypiperidin-1-yl)acetamide ClC1=CC=C(CN(C2=C(C(=NC=N2)NC[C@@H]2[C@H](CN(CC2)CC(=O)N)O)F)C(C)C)C=C1